3-{5-amino-6-[1-(2,6-dichloro-phenyl)-ethoxy]-pyrazin-2-yl}-N-(1-methyl-piperidin-4-yl)-benzamide NC=1N=CC(=NC1OC(C)C1=C(C=CC=C1Cl)Cl)C=1C=C(C(=O)NC2CCN(CC2)C)C=CC1